2'-(Difluoromethyl)-N-(6-(1,4-dimethyl-1H-1,2,3-triazol-5-yl)thiazolo[4,5-c]pyridin-2-yl)-5'-methoxy-6-methyl-[4,4'-bipyridine]-3-carboxamide FC(C1=NC=C(C(=C1)C1=C(C=NC(=C1)C)C(=O)NC=1SC2=C(C=NC(=C2)C2=C(N=NN2C)C)N1)OC)F